BrCC[C@@H](COC1=CC(=CC=C1)Cl)CBr (S)-1-(4-bromo-2-(bromomethyl)butoxy)-3-chlorobenzene